CC1=C(C=2N(C=C1C1=C(C3=C(N1)SC(=C3C)C3CC(C3)C(=O)O)C(C)C)N=CN2)C 3-(5-(7,8-dimethyl-[1,2,4]triazolo[1,5-a]pyridin-6-yl)-4-isopropyl-3-methyl-6H-thieno[2,3-b]pyrrol-2-yl)cyclobutane-1-carboxylic acid